The molecule is a tertiary amino compound that is N,N-dimethylethanamine substituted at position 1 by a 1-hydroxycyclohexyl and 4-hydroxyphenyl group. It is a metabolite of the drug venlafaxine. It has a role as a marine xenobiotic metabolite, a drug metabolite and an antidepressant. It is a member of cyclohexanols, a member of phenols and a tertiary amino compound. CN(C)CC(C1=CC=C(C=C1)O)C2(CCCCC2)O